N-(4-{[6-(5-chloro-2-fluorophenyl)pyridazin-4-yl]amino}pyridin-2-yl)-3-[4-(2,2,2-trifluoroethyl)piperazin-1-yl]propanamide ClC=1C=CC(=C(C1)C1=CC(=CN=N1)NC1=CC(=NC=C1)NC(CCN1CCN(CC1)CC(F)(F)F)=O)F